OC1(CCN(CC1)C1CN(C1)C=1C=CC(=C(C(=O)O)C1)C)C 5-(3-(4-hydroxy-4-methylpiperidin-1-yl)azetidin-1-yl)-2-methylbenzoic acid